3-[4-(1-methanesulfonylpyrrolidin-3-yl)phenyl]Urea CS(=O)(=O)N1CC(CC1)C1=CC=C(C=C1)NC(N)=O